4-(2-(7,8-dimethyl-[1,2,4]triazolo[1,5-a]pyridin-6-yl)-4-fluoro-3-isopropyl-1H-pyrrolo[2,3-c]pyridin-5-yl)-N-ethyl-N-methylcyclohexan-1-amine CC1=C(C=2N(C=C1C1=C(C=3C(=CN=C(C3F)C3CCC(CC3)N(C)CC)N1)C(C)C)N=CN2)C